CC1=CC=CC2=C(C3=C(C=CC=C3C(=C12)OC(=O)C1C(C2C=CC1C2)C(=O)O)C)OC(=O)C2C(C1C=CC2C1)C(=O)O 1,5-dimethyl-9,10-bis[2-carboxy(3,6-methano-4-cyclohexenyl)]carbonyloxy-anthracene